C(C1=CC=CC=C1)[C@](N(C(=O)OC(C)(C)C)CC1=CC=CC=C1)(CCC(=O)O)C(=O)O.CC1=NNC(=C1)C1=NSC=2C1=NC(=CC2N2CC(C2)O)N2[C@@H](COCC2)C (R)-1-(3-(3-methyl-1H-pyrazol-5-yl)-5-(3-methylmorpholino)isothiazolo[4,5-b]pyridin-7-yl)azetidin-3-ol Dibenzyl-(Tert-Butoxycarbonyl)-L-Glutamate